F[C@H](CNC1=NC=C(C(=N1)NC1CCC(CC1)O)C1=NC=C(C=C1)OCCF)CC (1S,4r)-4-((2-(((S)-2-fluorobutyl)amino)-5-(5-(2-fluoroethoxy)pyridin-2-yl)pyrimidin-4-yl)amino)cyclohexan-1-ol